2-(2-(3-isopropylcyclohex-1-en-1-yl)ethyl)-1,3-dioxolane C(C)(C)C1C=C(CCC1)CCC1OCCO1